N1(CCNCCN(CCNCC1)CP(O)(O)=O)CP(O)(O)=O ((1,4,7,10-tetraazacyclododecane-1,7-diyl)bis(methylene))bis(phosphonic acid)